6-chloro-5-(chloromethyl)-N,2-dimethylpyrimidin-4-amine ClC1=C(C(=NC(=N1)C)NC)CCl